5-bromo-6-chloro-3-(2-methylpyridin-4-yl)-1-trityl-1H-indazole BrC=1C=C2C(=NN(C2=CC1Cl)C(C1=CC=CC=C1)(C1=CC=CC=C1)C1=CC=CC=C1)C1=CC(=NC=C1)C